(S)-6-(6-(1-cyclopropyl-2,2,2-trifluoroethoxy)pyridin-3-yl)-3-(difluoro(methoxy)methyl)-[1,2,4]triazolo[4,3-a]pyrazine C1(CC1)[C@@H](C(F)(F)F)OC1=CC=C(C=N1)C=1N=CC=2N(C1)C(=NN2)C(OC)(F)F